nonyl-phenol tin chloride [Sn](Cl)(Cl)(Cl)Cl.C(CCCCCCCC)C1=C(C=CC=C1)O